6-Methoxy-2-prop-1-ynyl-pyridin-3-ylamine COC1=CC=C(C(=N1)C#CC)N